COC(C(CN1CCCC1)=O)=O (S)-2-oxo-3-pyrrolidinopropionic acid methyl ester